[Si](C)(C)(C(C)(C)C)O[C@H]1[C@H](C1)N (1S,2R)-2-((tert-butyldimethylsilyl)oxy)cyclopropan-1-amine